4-amino-2,6-dichloropyrimidine-5-carbaldehyde NC1=NC(=NC(=C1C=O)Cl)Cl